hexamethyldisilaazane C[Si](N[Si](C)(C)C)(C)C